8-Chloro-N-(2-morpholinoethyl)-N-(4-(trifluoromethoxy)phenyl)chinolin-2-amin ClC=1C=CC=C2C=CC(=NC12)N(C1=CC=C(C=C1)OC(F)(F)F)CCN1CCOCC1